IC1=C2OC=3CCCCC3C(C2=CC(=C1)I)=O 5,7-diiodo-1,2,3,4-tetrahydro-9H-xanthen-9-one